lithium gallium oxyiodide O(I)I.[Ga].[Li]